Methyl-6-(m-tolylethynyl)-2,3-dihydro-1H-pyrrolizin-1-one CC1C(C2=CC(=CN2C1)C#CC=1C=C(C=CC1)C)=O